C1(=CC=CC=C1)COC(CNC(C1=C(C=CC=C1)N)=O)=O (2-Aminobenzoyl)glycine phenylmethyl ester